NC([C@H](CO)NC(=O)C1=C(OC2=C1C=C(C=C2)OC(CN(C)C)C2=CC=CC=C2)C)=O N-((S)-1-Amino-3-hydroxy-1-oxopropan-2-yl)-5-(2-(dimethylamino)-1-phenylethoxy)-2-methylbenzofuran-3-carboxamide